imidazo[1,2-a]pyridin-5-ylmethylamine N=1C=CN2C1C=CC=C2CN